8-fluoro-4-(hydroxymethyl)-5-iodo-1,2-dihydro-6H-pyrrolo[3,2,1-ij]quinolin-6-one FC=1C=C2C(C(=C(N3C2=C(C1)CC3)CO)I)=O